Iron-Nickel-Aluminium-Cobalt-Copper [Cu].[Co].[Al].[Ni].[Fe]